6-({4-methyl-1-[6-(trifluoromethyl)pyridin-3-yl]-1H-1,2,3-triazol-5-yl}methoxy)-2-(pyridin-3-yl)-1,2,3,4-tetrahydro-2,7-naphthyridine CC=1N=NN(C1COC=1C=C2CCN(CC2=CN1)C=1C=NC=CC1)C=1C=NC(=CC1)C(F)(F)F